C(=C)[C@@H]1[C@H](NC(C1)=O)COC1=NC=CC2=CC(=C(C=C12)OC)C(=O)N 1-{[(2s,3r)-3-vinyl-5-oxopyrrolidin-2-yl]methoxy}-7-methoxyisoquinoline-6-carboxamide